CC(CCCCC)C=1N=NC2=CC(=C(C=C2C1)OC)OC heptane-2-yl-6,7-dimethoxycinnoline